uranium-thorium-lead [Pb].[Th].[U]